N-[4-(4-bromophenoxy)phenyl]-7H-pyrrolo[2,3-d]pyrimidin-4-amine BrC1=CC=C(OC2=CC=C(C=C2)NC=2C3=C(N=CN2)NC=C3)C=C1